N1CCC2(CC1)CC1=CC(=CC=C1C2)O 1,3-dihydrospiro[inden-2,4'-piperidin]-6-ol